N[C@@H]1CN(CC1)C(=O)C1=CC2=C(N(C(=N2)C2=CC=3C(=NC(=CC3)N(S(=O)(=O)C)C(F)F)N2CC2CC2)C)C(=C1)OC (S)-N-(2-(5-(3-aminopyrrolidine-1-carbonyl)-7-methoxy-1-methyl-1H-benzo[d]imidazol-2-yl)-1-(cyclopropylmethyl)-1H-pyrrolo[2,3-b]pyridin-6-yl)-N-(difluoromethyl)methanesulfonamide